BrC=1C=C2C(=NC1)NC=C2CN2CCC(CC2)C2=CC=CC=C2 1-({5-bromo-1H-pyrrolo[2,3-b]pyridin-3-yl}methyl)-4-phenylpiperidine